tert-butyl 4-(methyl(methyl)carbamoyl)piperidine-1-carboxylate CN(C(=O)C1CCN(CC1)C(=O)OC(C)(C)C)C